p-dioxanyl carbonate C(OC1OCCOC1)([O-])=O